CC1(OC=C(O1)C1O[C@H]([C@H]2[C@@H]1OC(O2)(C)C)O)C (3AR,4R,6aR)-6-(2,2-dimethyl-1,3-dioxol-4-yl)-2,2-dimethyl-tetrahydrofurano[3,4-d][1,3]dioxol-4-ol